C1(CC1)CN1C(C(=CC(=C1)CN1C[C@H](CCC1)C)C(=O)NC1=CC(=CC=C1)C(CC1=NN=CN1C)(C)C)=O (S)-1-(cyclopropylmethyl)-N-(3-(2-methyl-1-(4-methyl-4H-1,2,4-triazol-3-yl)propan-2-yl)phenyl)-5-((3-methylpiperidin-1-yl)methyl)-2-oxo-1,2-dihydropyridine-3-carboxamide